3-fluoro-4-nitro-N-(4-(1-isopropyl-1H-pyrazol-4-yl)-5-methylpyrimidin-2-yl)aniline FC=1C=C(NC2=NC=C(C(=N2)C=2C=NN(C2)C(C)C)C)C=CC1[N+](=O)[O-]